FC1=C(C=CC(=C1)OC1=CC=CC=C1)C=1N=C(N2N=CN=C(C21)N)[C@@H]2CO[C@H](CC2)COC 5-(2-fluoro-4-phenoxyphenyl)-7-((3r,6r)-6-(methoxymethyl)tetrahydro-2H-pyran-3-yl)imidazo[5,1-f][1,2,4]triazin-4-amine